NC=1C=CC(=C(C1)C(C1=CC=CC=C1)=O)C 3-amino-5-benzoyl-6-methylbenzene